tert-butyl N-[4-chloro-3-fluoro-5-[[3-methyl-5-(2-phenylethynyl)-2-pyridyl]carbamoyl]phenyl]carbamate ClC1=C(C=C(C=C1C(NC1=NC=C(C=C1C)C#CC1=CC=CC=C1)=O)NC(OC(C)(C)C)=O)F